cystine disodium salt [Na+].[Na+].C([C@@H](C(=O)[O-])N)SSC[C@@H](C(=O)[O-])N